BrC1=NNC(=C1)C1=CC=CC=C1 3-bromo-5-phenyl-1H-pyrazole